BrC1=CC=CC=2CN(OCC21)C(=O)OC(C)(C)C tert-Butyl 8-bromo-1,4-dihydro-2,3-benzoxazine-3-carboxylate